Nonane-7-ol CCCCCCC(CC)O